3-((5-(5-(difluoromethyl)-1,3,4-oxadiazole-2-yl)pyridine-2-yl)methyl)-7-(furan-2-yl)-1-methylquinazoline-2,4(1H,3H)-dione FC(C1=NN=C(O1)C=1C=CC(=NC1)CN1C(N(C2=CC(=CC=C2C1=O)C=1OC=CC1)C)=O)F